FC=1C=C(C=CC1C=1N=C(SC1)C)N1N=C2N(C1=O)[C@@H](CC2)C2=CC=CC=C2 (S)-2-(3-fluoro-4-(2-methylthiazol-4-yl)phenyl)-5-phenyl-2,5,6,7-tetrahydro-3H-pyrrolo[2,1-c][1,2,4]triazol-3-one